C1(CC1)N(C(OC(C)(C)C)=O)C1CCN(CC1)C1=CC=C(C=2N=C(OC21)OC)C(NC2=CC1=CN(N=C1C=C2OC)C)=O tert-butyl N-cyclopropyl-N-[1-[2-methoxy-4-[(6-methoxy-2-methyl-indazol-5-yl)-carbamoyl]-1,3-benzoxazol-7-yl]-4-piperidyl]carbamate